C(C)OC(=O)C=1C(=NOC1)CC(F)F 3-(2,2-difluoroethyl)isoxazole-4-carboxylic acid ethyl ester